tert-butyl (S)-(7-bromo-5-fluoroisochroman-4-yl)carbamate BrC1=CC(=C2[C@@H](COCC2=C1)NC(OC(C)(C)C)=O)F